NC=1C=CC(=NC1)C1CCN(CC1)C(=O)OC(C)(C)C tert-butyl 4-(5-amino-2-pyridyl)piperidine-1-carboxylate